mono-sodium carbonate C([O-])(O)=O.[Na+]